ClC1=CC(=C(C=C1)C1=CC(=NC(=C1)C1CC1)CO)C1=NN=CN1C {4-[4-chloro-2-(4-methyl-1,2,4-triazol-3-yl)phenyl]-6-cyclopropylpyridin-2-yl}methanol